(S)-2-(5-ethyl-3-fluoro-2-methoxyphenyl)-2-((R)-3-(methyl(5-(5,6,7,8-tetrahydro-1,8-naphthyridin-2-yl)pentyl)amino)pyrrolidin-1-yl)acetic acid C(C)C=1C=C(C(=C(C1)[C@@H](C(=O)O)N1C[C@@H](CC1)N(CCCCCC1=NC=2NCCCC2C=C1)C)OC)F